9-benzyl-7-(phenylsulfonyl)-7,9-diazaspiro[bicyclo[3.3.1]nonane-3,3'-oxetane] C(C1=CC=CC=C1)N1C2CC3(COC3)CC1CN(C2)S(=O)(=O)C2=CC=CC=C2